Diethyl ((2-hydroxy-5-methylphenyl)(phenyl)methyl)phosphonate OC1=C(C=C(C=C1)C)C(C1=CC=CC=C1)P(OCC)(OCC)=O